C(C)(C)(C)OC(=O)N1CCCC(=CC1)C1=C(C(=CC=2CCOC21)NC2=NC(=CC(=N2)NCCOC)C)F tert-butyl-5-[6-fluoro-5-[[4-(2-methoxyethylamino)-6-methyl-pyrimidin-2-yl]amino]-2,3-dihydrobenzofuran-7-yl]-2,3,4,7-tetrahydroazepine-1-carboxylate